COC1=C(C(=O)P(CC(CC(C)(C)C)C)(C(C2=C(C=CC=C2OC)OC)=O)=O)C(=CC=C1)OC bis(2,6-dimethoxybenzoyl)-2,4,4-trimethylpentyl-phosphine oxide